N-[2-[5,7-difluoro-2-(4-fluorophenyl)-1H-indol-3-yl]ethyl]carboxamide FC=1C=C2C(=C(NC2=C(C1)F)C1=CC=C(C=C1)F)CCNC=O